Benzyl-β-D-glucopyranuronic acid C(C1=CC=CC=C1)[C@]1(O)[C@H](O)[C@@H](O)[C@H](O)[C@H](O1)C(=O)O